ethyl (Z)-5-(5-((6-((2-((tert-butoxycarbonyl)imino)-3-methyl-2,3-dihydro-1H-imidazol-1-yl)methyl)-8-(6-fluoro-2-methylpyridin-3-yl)-4-oxochroman-3-yl)methyl)-2-chlorophenoxy)pentanoate C(C)(C)(C)OC(=O)\N=C\1/N(C=CN1C)CC=1C=C2C(C(COC2=C(C1)C=1C(=NC(=CC1)F)C)CC=1C=CC(=C(OCCCCC(=O)OCC)C1)Cl)=O